1-(((3-Butyl-5-(4-fluorophenyl)-7-(methylthio)-1,1-dioxido-2,3,4,5-tetrahydro-1,2,5-benzothiadiazepin-8-yl)oxy)methyl)cyclopropan C(CCC)C1NS(C2=C(N(C1)C1=CC=C(C=C1)F)C=C(C(=C2)OCC2CC2)SC)(=O)=O